2-(4-Cyclopropyl-6-methoxypyrimidin-5-yl)-8-(piperidin-4-ylmethyl)pyrido[2,3-d]pyrimidin-7(8H)-one C1(CC1)C1=NC=NC(=C1C=1N=CC2=C(N1)N(C(C=C2)=O)CC2CCNCC2)OC